7-chloro-5-fluoro-1-oxoisoindoline-4-carboxylic acid ClC1=CC(=C(C=2CNC(C12)=O)C(=O)O)F